C(CCCCCCC\C=C/CCCCCCCC)(=O)N[C@@H](C)C(=O)O N-oleoyl-alanine